FC1=CC=C(C=C1)N1N=CC=2C[C@]3(C(=CC12)CCC(C3)=O)C(=O)OCC ethyl (4aS)-1-(4-fluorophenyl)-6-oxo-4,5,7,8-tetrahydrobenzo[f]indazole-4a-carboxylate